propane-1,3-dioic acid dimethyl ester COC(CC(=O)OC)=O